COCC1=CC2=C(S1)C1(CC(N(CC1)CC=1C=NN(C1)CCS(=O)(=O)C)C)OCC2 2-(methoxymethyl)-2'-methyl-1'-[[1-(2-methylsulfonylethyl)pyrazol-4-yl]methyl]spiro[4,5-dihydrothieno[2,3-c]pyran-7,4'-piperidine]